Methyl (N-(tert-butoxycarbonyl)-6-methyl-2-(((S)-3-methyl-5-oxopentyl)oxy)pyridine-3-sulfonimidoyl)-L-prolinate C(C)(C)(C)OC(=O)N=S(=O)(C=1C(=NC(=CC1)C)OCC[C@@H](CC=O)C)N1[C@@H](CCC1)C(=O)OC